BrC1=C(C=C(C=C1)C(C)=O)OC 1-(4-bromo-3-methoxy-phenyl)ethanone